CC=1NC(=NN1)C1=NC=CC(=C1)C1=CC=C(C=C1)S(=O)(=O)N1C[C@@H]([C@@H](CC1)NC1=NC=C(C=C1)C(F)(F)F)O (3S,4R)-1-((4-(2-(5-methyl-4H-1,2,4-triazol-3-yl)pyridin-4-yl)phenyl)sulfonyl)-4-((5-(trifluoromethyl)pyridin-2-yl)amino)piperidin-3-ol